N-(4-(1-(5-(2-(Aminooxy)acetamido)pentyl)-4-methyl-6-oxo-1,4,5,6-tetrahydropyridazin-3-yl)phenyl)-1,3-dihydro-2H-pyrrolo[3,4-c]pyridine-2-carboxamide NOCC(=O)NCCCCCN1N=C(C(CC1=O)C)C1=CC=C(C=C1)NC(=O)N1CC=2C=NC=CC2C1